C(#N)[C@H]1N(CCC1)C(CN(C(OC(C)(C)C)=O)C12CC3(C[C@@H](CC(C1)C3)C2)OCCOC(=O)OC2=CC=C(C=C2)[N+](=O)[O-])=O tert-butyl (2-((S)-2-cyanopyrrolidin-1-yl)-2-oxoethyl)((1S,3R,5S)-3-(2-(((4-nitrophenoxy)carbonyl)oxy)ethoxy)adamantan-1-yl)carbamate